(3R,5R)-5-(3-(1-methyl-3-(2-(trifluoromethoxy)ethyl)-1H-pyrazole-5-carboxamido)-1H-pyrazol-5-yl)tetrahydrofuran-3-yl (1-methylcyclopropyl)carbamate CC1(CC1)NC(O[C@H]1CO[C@H](C1)C1=CC(=NN1)NC(=O)C1=CC(=NN1C)CCOC(F)(F)F)=O